methyl 3,8-difluoro-4-methoxy-2-oxo-1,2-dihydroquinoline-7-carboxylate FC=1C(NC2=C(C(=CC=C2C1OC)C(=O)OC)F)=O